Sodium (2S,5R)-2-(N-(1-(tert-butoxycarbonyl) piperidine-4-carbonyl) carbamimidoyl)-7-oxo-1,6-diazabicyclo[3.2.1]octan-6-yl sulfate S(=O)(=O)(ON1[C@@H]2CC[C@H](N(C1=O)C2)C(NC(=O)C2CCN(CC2)C(=O)OC(C)(C)C)=N)[O-].[Na+]